C(C)(C)(C)OC(N(C)C1=CC=C(C=C1)C=CC=CC=1SC2=C(N1)C=C(C(=C2)O)O)=O {4-[4-(5,6-dihydroxy-benzothiazole-2-yl)-buta-1,3-dienyl]-phenyl}-methyl-carbamic acid tert-butylester